O=C1NC2=CC=NC=3C(=CC=C1C23)[C@H]2NCC3=CC=CC=C3C2 5-Oxo-8-((S)-1,2,3,4-tetrahydroisoquinolin-3-yl)pyrrolo[2,3,4-de]quinolin